5-[[4-[[3-[1-(2,2-dimethylpropanoyloxy)ethoxycarbonyl]-4-hydroxy-phenyl]carbamoyl]-2,5-dihydroxy-benzoyl]amino]-2-hydroxy-benzoic acid CC(C(=O)OC(C)OC(=O)C=1C=C(C=CC1O)NC(=O)C1=CC(=C(C(=O)NC=2C=CC(=C(C(=O)O)C2)O)C=C1O)O)(C)C